(2-(3-ethyl-2,3-dihydro-1H-pyrrolo[1,2,3-de]quinoxalin-5-yl)-7-fluoro-1-methyl-1H-benzo[d]imidazol-5-yl)methanone C(C)C1CNC=2C=CC=C3C2N1C(=C3)C3=NC1=C(N3C)C(=CC(=C1)C=O)F